(S)-6-chloro-4-(4-(2-chloroacetyl)-2-methylpiperazin-1-yl)-7-(2-fluorophenyl)-1-(2-isopropyl-4-methylpyridin-3-yl)pyrido[2,3-d]pyrimidin-2(1H)-one ClC1=CC2=C(N(C(N=C2N2[C@H](CN(CC2)C(CCl)=O)C)=O)C=2C(=NC=CC2C)C(C)C)N=C1C1=C(C=CC=C1)F